C(C)C1(C2=CC=CC=C2C2=C1C=1C(OC=CC1)C=1C=C(C(=CC21)N2CCN(CC2)C2=CC=C(C=C2)OC(C2=CC=C(C=C2)CCCCCC)=O)OC)O 13-ethyl-13-hydroxy-6-methoxy-7-(4-(4-(4-hexylbenzoyloxy)phenyl)-piperazin-1-yl)indeno[2',3':3,4]naphtho[1,2-b]pyran